bromo-2,6-difluorobenzoic acid BrC=1C(=C(C(=O)O)C(=CC1)F)F